C1=CC=CC=2C3=CC=CC=C3C3(C(C12)=O)C1=CC=CC=C1C=1C=CC=CC13 spiro[fluorene-9,9'-phenanthrene]-10'-one